N(=[N+]=[N-])CC(=O)C(=O)[C@H](O)[C@@H](O)[C@H](O)[C@H](O)CO azidoacetylglucose